N-(3-cyano-4-methyl-1H-indol-7-yl)-1-ethyl-5-fluoro-pyrazole-4-sulfonamide C(#N)C1=CNC2=C(C=CC(=C12)C)NS(=O)(=O)C=1C=NN(C1F)CC